(1R,3R,4R)-N-((S)-1-cyano-2-((S)-2-oxopyrrolidin-3-yl)ethyl)-5,5-difluoro-2-((2,2,2-trifluoroacetyl)-L-leucyl)-2-azabicyclo[2.2.2]octane-3-carboxamide C(#N)[C@H](C[C@H]1C(NCC1)=O)NC(=O)[C@@H]1N([C@H]2CC([C@@H]1CC2)(F)F)C([C@@H](NC(C(F)(F)F)=O)CC(C)C)=O